ClC1=C(C=CC(=C1)F)C1N=C(NC(=C1C(=O)OC)[C@@H]1CC[C@@H](CC1)NS(=O)(=O)C)C1=NC=C(C=C1F)F (cis)-Methyl 4-(2-chloro-4-fluorophenyl)-2-(3,5-difluoropyridin-2-yl)-6-(4-(methylsulfonamido)cyclohexyl)-1,4-dihydropyrimidine-5-carboxylate